C(N)(O[C@H](CC=CC(C)(C)C)C1=NC=CC(=C1)C1=C(C=NN1C(F)F)NC(C(C=C)C)=O)=O ((1R)-tert-butyl 1-(4-(1-(difluoromethyl)-4-(2-methylbut-3-eneamido)-1H-pyrazol-5-yl) pyridin-2-yl) but-3-en-1-yl) carbamate